BrC1=C(C=C2C=NN(C2=C1)[C@H]1COCC1)[N+](=O)[O-] (R)-6-bromo-5-nitro-1-(tetrahydrofuran-3-yl)-1H-indazole